ethyl 2-[3-(trifluoromethyl)pyrazol-1-yl]acetate FC(C1=NN(C=C1)CC(=O)OCC)(F)F